NC1=C(C=C(C=N1)C=1C=C2N(N1)CC[C@]21CN(CC1)C(=O)NCC)OC(C)C1=CC(=CC=C1)C#CC(C)(C)O (3R)-2'-(6-amino-5-{1-[3-(3-hydroxy-3-methylbut-1-yn-1-yl)phenyl]ethoxy}pyridin-3-yl)-N-ethyl-5',6'-dihydro-1H-spiro[pyrrolidine-3,4'-pyrrolo[1,2-b]pyrazole]-1-carboxamide